CC1=C(C=C(C(=O)NC=2N=C3N(C(CCC3)C)C2)C=C1)C#CC=1C=NC=CC1 4-Methyl-N-(5-methyl-5,6,7,8-tetrahydroimidazo[1,2-a]pyridin-2-yl)-3-[2-(3-pyridyl)ethynyl]benzamide